C(C=C)OC(NC)=O (methyl)carbamic acid allyl ester